1-(tert-butyl) 2-ethyl (S)-5-(1,3-dimethoxy-1,3-dioxopropan-2-ylidene)pyrrolidin-1,2-dicarboxylate COC(C(C(=O)OC)=C1CC[C@H](N1C(=O)OC(C)(C)C)C(=O)OCC)=O